C(C)(C)(C)OC(=O)N1C[C@@H](N(CC1)C=1C2=C(N=CN1)NC=C2C2=C(C=CC=C2)F)C (S)-4-(5-(2-fluorophenyl)-7H-pyrrolo[2,3-d]pyrimidin-4-yl)-3-methylpiperazine-1-carboxylic acid tert-butyl ester